C(C)(CC)N1N=C(C=CC1=O)N=C(C1=CC=CC=C1)C1=CC=CC=C1 2-(sec-butyl)-6-((diphenylmethylene)amino)pyridazin-3(2H)-one